P(=O)(OCC1=CC=CC=C1)(OCC1=CC=CC=C1)OCCO dibenzyl 2-hydroxyethyl Phosphate